N-(2-hydroxyphenyl)-4-oxo-3-[2-(trifluoromethoxy)ethyl]imidazo[5,1-d][1,2,3,5]tetrazine-8-carboxamide OC1=C(C=CC=C1)NC(=O)C=1N=CN2C1N=NN(C2=O)CCOC(F)(F)F